C1(CS1)(C)CC(C)(C)C isooctene sulfide